NC=1SC(=CN1)C(=O)NC1=C(C=C(C(=C1)C(NCC(F)(F)F)=O)F)C 2-Amino-N-[4-fluoro-2-methyl-5-(2,2,2-trifluoroethylcarbamoyl)phenyl]-1,3-thiazole-5-carboxamide